OC1=CC=C(C=C1)CCC(C)NCCC=1C=C(C(=CC1)O)O 4-[2-[4-(4-Hydroxyphenyl)butan-2-ylamino]ethyl]benzene-1,2-diol